BrC1=CC(=C(C(=C1)N)N)[N+](=O)[O-] 5-bromo-3-nitro-benzene-1,2-diamine